4-benzyloxy-N-[(3-methoxy-2-methyl-phenyl)methyl]aniline C(C1=CC=CC=C1)OC1=CC=C(NCC2=C(C(=CC=C2)OC)C)C=C1